methyl 5-allyl-2-(bis(tert-butoxycarbonyl)amino)-4-chlorobenzoate C(C=C)C=1C(=CC(=C(C(=O)OC)C1)N(C(=O)OC(C)(C)C)C(=O)OC(C)(C)C)Cl